C(C1=CC=CC=C1)OC1=C(C=NN1C)B1OC(C(O1)(C)C)(C)C 5-(benzyloxy)-1-methyl-4-(4,4,5,5-tetramethyl-1,3,2-dioxaborolan-2-yl)-1H-pyrazole